1-(4-cyclobutyl-5-(3,5-difluorophenyl)-1-methyl-1H-pyrazol-3-yl)-3-(3,3-difluorocyclobutyl)urea C1(CCC1)C=1C(=NN(C1C1=CC(=CC(=C1)F)F)C)NC(=O)NC1CC(C1)(F)F